(R)-4-(2-bromo-3-fluorophenyl)-5-((R)-tert-butylsulfinyl)-5,6-dihydro-4H-thieno[2,3-c]pyrrole-2-carbonitrile BrC1=C(C=CC=C1F)[C@H]1C2=C(CN1[S@](=O)C(C)(C)C)SC(=C2)C#N